O=C1NC(CCC1N1C(C2=CC=C(C=C2C1=O)N1CCN(CC1)CC(=O)N)=O)=O 2-(4-(2-(2,6-dioxopiperidin-3-yl)-1,3-dioxoisoindolin-5-yl)piperazin-1-yl)acetamide